CC1=CC=C(O1)C=1C(C2=CC(=C(C(=C2C1)C1=CC=C(C=C1)C)C)C)[Zr] [2-(5-methyl-2-furyl)-4-(4-methylphenyl)-5,6-dimethyl-1-indenyl]zirconium